S-(4-oxo-4-(2,6,6-trimethylcyclohex-3-en-1-yl)but-2-yl)-L-cysteine ethyl ester C(C)OC([C@@H](N)CSC(C)CC(C1C(C=CCC1(C)C)C)=O)=O